2,4-dimethylbenzenesulfonyl chloride CC1=C(C=CC(=C1)C)S(=O)(=O)Cl